CC1(CCN(CC1)C=1OC2=C(C=C(C=C2C(C1C)=O)C)C(C)NC=1C(=NC(=CC1)F)C=1C=CC2=C(C=NOB2O)C1)C 2-(4,4-dimethyl-1-piperidyl)-8-[1-[[6-fluoro-2-(1-hydroxy-2,3,1-benzoxazaborinin-6-yl)-3-pyridyl]amino]ethyl]-3,6-dimethyl-chromen-4-one